4-(2-(6-(4-bromo-2,6-dimethylphenyl)-1,1-dioxido-1,2,6-thiadiazinan-2-yl)acetamido)adamantane-1-carboxamide BrC1=CC(=C(C(=C1)C)N1CCCN(S1(=O)=O)CC(=O)NC1C2CC3(CC(CC1C3)C2)C(=O)N)C